C(C)C(C(=O)[O-])CC D-2-ethylbutyrate